ClC=1C(=CC2=C(N(C[C@H](N(S2(=O)=O)C)C2CCCCC2)C2=CC=CC=C2)C1)C1=CC(=C(S1)C(=O)OC)N=C=O methyl (R)-5-(7-chloro-3-cyclohexyl-2-methyl-1,1-dioxido-5-phenyl-2,3,4,5-tetrahydrobenzo[f][1,2,5]thiadiazepin-8-yl)-3-isocyanatothiophene-2-carboxylate